ClC1=NC=CC=2C3=C(C=CC12)C(=CC=C3)C 4-chloro-7-methylbenzo[f]isoquinoline